2'-((5-(5-(difluoromethyl)-1,3,4-oxadiazole-2-yl)pyridine-2-yl)methyl)-1'H-spiro[cyclobutane-1,4'-isoquinoline]-1',3'(2'H)-dione FC(C1=NN=C(O1)C=1C=CC(=NC1)CN1C(C2=CC=CC=C2C2(C1=O)CCC2)=O)F